ricinoleyl laurate C(CCCCCCCCCCC)(=O)OCCCCCCCC\C=C/C[C@H](O)CCCCCC